CC1=CC=C(C=C1)N(C2=CC=C(C=C2)C)C3=CC=CC(=C3)C4=CC(=CC=C4)N(C5=CC=C(C=C5)C)C6=CC=C(C=C6)C N,N,N',N'-tetrakis(p-tolyl)benzidine